1-(5-(methoxycarbonyl)pyridin-2-yl)pyrrolidine-3-carboxylic acid COC(=O)C=1C=CC(=NC1)N1CC(CC1)C(=O)O